CO[S@@]([C@@H](C)C=1C=NC(=CC1)C(F)(F)F)=NC#N [(S)-methyl(oxy){(1S)-1-[6-(trifluoromethyl)pyridin-3-yl]ethyl}-λ4-sulfanylidene]cyanamide